C1(=CCCCC1)C=1C(=C(C(=NC1C)C)C(=O)NC1=CC(=C(C=C1)OC1=CC=NC2=CC(=C(N=C12)OC)OC)F)O 5-(Cyclohexen-1-yl)-N-[4-[(6,7-dimethoxy-1,5-naphthyridin-4-yl)oxy]-3-fluorophenyl]-4-hydroxy-2,6-dimethylpyridine-3-carboxamide